2-(6-oxo-3-(thiophen-2-yl)pyridazin-1(6H)-yl)-N-phenylacetamide O=C1C=CC(=NN1CC(=O)NC1=CC=CC=C1)C=1SC=CC1